FC1=C(OCC([C@H](C[C@H]2C(NCC2)=O)NC([C@H](CC(C)C)NC(=O)C=2NC3=CC=CC(=C3C2)OC)=O)=O)C=CC=C1 N-((S)-1-(((S)-4-(2-fluorophenoxy)-3-oxo-1-((S)-2-oxopyrrolidin-3-yl)butan-2-yl)amino)-4-methyl-1-oxopentan-2-yl)-4-methoxy-1H-indole-2-carboxamide